4-(2,3-dichloro-6-methoxyphenyl)-2-(1H-pyrazol-4-yl)piperidine ClC1=C(C(=CC=C1Cl)OC)C1CC(NCC1)C=1C=NNC1